C(C)(C)(C)N1N=CC=2C1=NC=NC2N 1-(tert-butyl)-1H-pyrazolo[3,4-d]pyrimidin-4-amine